FC=1C=CC=2C=3N(C(=NC2C1)N[C@H]1C(NCCNC1)=O)N=C(N3)C3=CC=C(C=C3)OC (6R)-6-{[8-fluoro-2-(4-methoxyphenyl)[1,2,4]triazolo[1,5-c]quinazolin-5-yl]amino}-1,4-diazepan-5-one